C(C=C)C1(CCC(CC1)N1C(N(C=2C1=C1C(=NC2)N(C=C1Br)S(=O)(=O)C1=CC=CC=C1)C([2H])([2H])[2H])=O)N 1-((1s,4s)-4-allyl-4-aminocyclohexyl)-8-bromo-3-(methyl-d3)-6-(phenylsulfonyl)-3,6-dihydroimidazo[4,5-d]pyrrolo[2,3-b]pyridin-2(1H)-one